FC1=C(C=C(C=C1)OC=1C(=C2C=CNC2=CC1F)C)C=1NC(=CN1)[C@]1(COC2=C1C=CC=C2CC(=O)O)C 2-[(3S)-3-[2-[2-fluoro-5-[(6-fluoro-4-methyl-1H-indol-5-yl)oxy]phenyl]-1H-imidazol-5-yl]-3-methyl-2H-benzofuran-7-yl]acetic acid